Imidazol Gold ethylhexanoate C(C)OC(CCCCC)=O.[Au].N1C=NC=C1